CS(=O)(=O)OCCC1=NN(C2=CC=C(C=C12)F)COCC[Si](C)(C)C 2-(5-fluoro-1-((2-(trimethylsilyl)ethoxy)methyl)-1H-indazol-3-yl)ethyl methanesulfonate